(S)-2-((2-amino-1,5-naphthyridin-4-yl)amino)pentan-1-ol NC1=NC2=CC=CN=C2C(=C1)N[C@H](CO)CCC